FC1=C(O[C@@H]2C=3N(CCC2)N=C(N3)NC3[C@H]2CN(C[C@@H]3CC2)C2=NC=NC(=C2)C)C=CC=C1F (S)-8-(2,3-difluorophenoxy)-N-((1r,5S,8S)-3-(6-methylpyrimidin-4-yl)-3-azabicyclo[3.2.1]oct-8-yl)-5,6,7,8-tetrahydro-[1,2,4]triazolo[1,5-a]pyridin-2-amine